lead-arsenic-mercury [Hg].[As].[Pb]